N'-cyano-6-[2-[5-fluoro-2-(methylsulfanyl)phenyl]pyrrolidin-1-yl]-N-[(3-hydroxyphenyl)methyl]imidazo[1,2-b]pyridazine-3-carboximidamid C(#N)N=C(NCC1=CC(=CC=C1)O)C1=CN=C2N1N=C(C=C2)N2C(CCC2)C2=C(C=CC(=C2)F)SC